C(CC)(=O)OCCC=CCOC(CC)=O pent-3-ene-1,5-diyl bis(propanoate)